C(C1=CC=CC=C1)OC=1C=2N(C(=CC1)C(C#N)O)N=CN2 2-(8-(benzyloxy)-[1,2,4]triazolo[1,5-a]pyridin-5-yl)-2-hydroxyacetonitrile